FC1=C(C=CC(=C1F)F)C=1C(=C2N(N1)CCC2)C2=CC1=C(N=CS1)C=C2 6-(2-(2,3,4-Trifluorophenyl)-5,6-dihydro-4H-pyrrolo[1,2-b]pyrazol-3-yl)benzo[d]thiazole